{[5-({7-Amino-5-methyl-[1,2,4]triazolo[1,5-a]pyrimidin-6-yl}methyl)-2-(trifluoromethoxy)phenyl]imino}dimethyl-λ6-sulfanone NC1=C(C(=NC=2N1N=CN2)C)CC=2C=CC(=C(C2)N=S(=O)(C)C)OC(F)(F)F